CC1([C@H]2CN([C@@H]([C@@H]12)C(=O)N[C@H](C(=O)OC)C[C@H]1C(NCC1)=O)C(C(C)(C1=CC=CC=C1)C)=O)C (S)-methyl 2-((1R,2S,5S)-6,6-dimethyl-3-(2-methyl-2-phenylpropanoyl)-3-azabicyclo[3.1.0]hexane-2-carboxamido)-3-((S)-2-oxopyrrolidin-3-yl)propanoate